CC=1SC2=C(N1)C=CC(=C2)S(=O)(=O)Cl 2-methylbenzo[d]thiazole-6-sulfonyl chloride